6-chloro-4-{4-[(2-hydroxy-3-methylphenyl)methyl]piperazin-1-yl}-1-methyl-2-oxo-1,2-dihydro-1,5-naphthyridine-3-carbonitrile ClC=1N=C2C(=C(C(N(C2=CC1)C)=O)C#N)N1CCN(CC1)CC1=C(C(=CC=C1)C)O